CN1CCC(CC1)C1=CC=C(N)C=C1 4-(1-methyl-4-piperidinyl)aniline